isoCyanide N#[C-]